Iridium-Osmium [Os].[Ir]